Cobalt-Aluminum [Al].[Co]